3-((S)-3-((S)-8-(4-bromo-3-methylphenylsulfonyl)-1-oxa-8-azaspiro[4.5]decan-3-ylamino)-2-hydroxypropoxy)-N-methylbenzenesulfonamide BrC1=C(C=C(C=C1)S(=O)(=O)N1CCC2(C[C@@H](CO2)NC[C@@H](COC=2C=C(C=CC2)S(=O)(=O)NC)O)CC1)C